NC1=NC(N(C=C1)C1=CC=C(CN[C@@H]2CC[C@H](CC2)NC(OC(C)(C)C)=O)C=C1)=O tert-butyl (trans-4-((4-(4-amino-2-oxopyrimidin-1(2H)-yl)benzyl)amino)cyclohexyl)carbamate